[3-Bis(4-chlorophenyl)methyl-4-dimethylaminophenyl]amine ClC1=CC=C(C=C1)C(C=1C=C(C=CC1N(C)C)N)C1=CC=C(C=C1)Cl